O=S1(CCC(CC1)(N1N=CC(=C1)C=1C2=C(N=CN1)N(C=C2)COCC[Si](C)(C)C)CC#N)=O 2-(1,1-dioxo-4-(4-(7-((2-(trimethylsilyl)ethoxy)methyl)-7H-pyrrolo[2,3-d]pyrimidin-4-yl)-1H-pyrazol-1-yl)-tetrahydro-2H-thiopyran-4-yl)acetonitrile